Benzyl-L-Glutamate C(C1=CC=CC=C1)N[C@@H](CCC(=O)[O-])C(=O)[O-]